N-[2-methyl-5-[[2-[(2S)-2-methylpyrrolidin-1-yl]acetyl]amino]-3-pyridyl]-6-[4-(2-oxooxazolidin-3-yl)phenyl]triazolo[1,5-a]pyridine-3-carboxamide CC1=NC=C(C=C1NC(=O)C=1N=NN2C1C=CC(=C2)C2=CC=C(C=C2)N2C(OCC2)=O)NC(CN2[C@H](CCC2)C)=O